N,N,N-trimethylbicyclo[2.2.1]heptan-2-aminium C[N+](C1C2CCC(C1)C2)(C)C